COC1=C(C=CC=C1)C(=O)N 2-methoxybenzeneFormamide